N-((S)-3-Cyclopropyl-1-oxo-1-((propan-2-ylideneamino)oxy)propan-2-yl)-2-((S)-5-oxo-1-(2,3,5-trifluorobenzyl)pyrrolidin-2-yl)acetamide C1(CC1)C[C@@H](C(ON=C(C)C)=O)NC(C[C@H]1N(C(CC1)=O)CC1=C(C(=CC(=C1)F)F)F)=O